1-(pyridin-3-ylmethyl)-1,2,3,4-tetrahydroquinoxalin N1=CC(=CC=C1)CN1CCNC2=CC=CC=C12